FC[C@@H]1C[C@@H](CN1)OC1=NC=C(C=C1)OC(F)(F)F 2-(((3S,5S)-5-(fluoromethyl)pyrrolidin-3-yl)oxy)-5-(trifluoromethoxy)pyridine